ClC1=CC=2C(C3=CC=CC=C3C2C=C1)(C(=O)N1C2CC(C(C1C(=O)NC(CC1C(NCCC1)=O)C#N)CC2)(F)F)O 2-(2-chloro-9-hydroxy-9H-fluorene-9-carbonyl)-N-(1-cyano-2-(2-oxopiperidin-3-yl)ethyl)-5,5-difluoro-2-azabicyclo[2.2.2]octane-3-carboxamide